F[B-](F)(F)F.[H+].N1(C=NC=C1)S(=O)(=O)N=[N+]=[N-] 1H-imidazole-1-sulfonyl azide mono(tetrafluoroboric acid) salt